(R)-8-acryloyl-4-chloro-1-((R)-3-(dimethylamino)-2,2-dimethylpyrrolidin-1-yl)-3-(2-fluorophenyl)-6,6a,7,8,9,10-hexahydro-12H-pyrazino[2,1-c]pyrido[3,4-f][1,4]oxazepin-12-one C(C=C)(=O)N1C[C@@H]2COC3=C(C(N2CC1)=O)C(=NC(=C3Cl)C3=C(C=CC=C3)F)N3C([C@@H](CC3)N(C)C)(C)C